myristyl tetracosanate C(CCCCCCCCCCCCCCCCCCCCCCC)(=O)OCCCCCCCCCCCCCC